ClC=1C(=NC=C(C1)F)C=NS(=O)C(C)(C)C N-((3-chloro-5-fluoropyridin-2-yl)methylene)-2-methylpropane-2-sulfinamide